BrC=1N=C(C=2N(C1)C=C(N2)C(=O)N2C[C@H]([C@@]1(CC2)NCC2=CC=CC=C2C1)O)OCCN1C(CCC1)=O 1-(2-((6-bromo-2-((3R,3'R)-3'-hydroxy-1,4-dihydro-2H-spiro[isoquinoline-3,4'-piperidine]-1'-carbonyl)imidazo[1,2-a]pyrazin-8-yl)oxy)ethyl)pyrrolidin-2-one